N-[(1R)-1-[[(2-Chloroacetyl)-[(2-oxo-pyrrolidin-3-yl)methyl]amino]carbamoyl]-3-methyl-butyl]-1H-indole-2-carboxamide ClCC(=O)N(CC1C(NCC1)=O)NC(=O)[C@@H](CC(C)C)NC(=O)C=1NC2=CC=CC=C2C1